methyl 2-amino-4-[(3-{2-[2-(3-{[(tertbutoxy)carbonyl]amino}propoxy)ethoxy]ethoxy}propyl)carbamoyl]butanoate NC(C(=O)OC)CCC(NCCCOCCOCCOCCCNC(=O)OC(C)(C)C)=O